NC1=CC(=NC=C1)N1C(CN(CC1)C)=O 1-(4-aminopyridin-2-yl)-4-methylpiperazin-2-one